(E)-1-((3R,8R,9S,10S,13S,14S,17S)-3-hydroxy-3,10,13-trimethylhexadecahydro-1H-cyclopenta[a]phenanthren-17-yl)ethan-1-one O[C@@]1(CC[C@@]2([C@H]3CC[C@@]4([C@H](CC[C@H]4[C@@H]3CCC2C1)C(C)=O)C)C)C